sodium phenyl benzenesulfonate C1(=CC=CC=C1)S(=O)(=O)OC1=CC=CC=C1.[Na]